(1R,2S,4R)-4-ethyl-2-(hydroxymethyl)-2-(methoxymethyl)quinuclidin-3-one benzyl-(1R,2S)-2-[[(2-tert-butoxy-2-oxo-ethyl)-(chloromethoxycarbonyl)amino]methyl]cyclobutanecarboxylate C(C1=CC=CC=C1)OC(=O)[C@H]1[C@H](CC1)CN(C(=O)OCCl)CC(=O)OC(C)(C)C.C(C)C12C([C@@](N(CC1)CC2)(COC)CO)=O